dichloro(methyl)phenylsilane Cl[Si](C1=CC=CC=C1)(C)Cl